C(#N)C=1C=C(OCCC2CCC(N(C2)C(=O)OC(C)(C)C)C)C=CC1C tert-butyl 5-(2-(3-cyano-4-methylphenoxy)ethyl)-2-methylpiperidine-1-carboxylate